2-{3-[4-(2-methoxypyrimidin-5-yl) cyclohexyl]-methyl 1,2-oxazol-5-yl}-3-methylbutanoate COC1=NC=C(C=N1)C1CCC(CC1)C1=NOC(=C1C)C(C(=O)[O-])C(C)C